2-hydroxy-4-nitro-5-trifluoromethylpyridine OC1=NC=C(C(=C1)[N+](=O)[O-])C(F)(F)F